mercapto-[1,1'-biphenyl]-4-carbonitrile SC1=C(C=CC(=C1)C#N)C1=CC=CC=C1